C1(C=CC(N1[NH-])=O)=O maleimido-mono-amide